O=C1NC(CCC1C1=NN(C2=C(C(=CC=C12)C1CCN(CC1)C[C@H]1[C@H](CN(CC1)C(=O)OC(C)(C)C)F)F)C)=O tert-butyl (3R,4S)-4-[[4-[3-(2,6-dioxo-3-piperidyl)-7-fluoro-1-methyl-indazol-6-yl]-1-piperidyl]methyl]-3-fluoro-piperidine-1-carboxylate